5-(8-(4-(4-fluorobenzyl)-3-oxopiperazin-1-yl)imidazo[1,2-b]pyridazin-6-yl)pyrimidine-2,4(1H,3H)-dione FC1=CC=C(CN2C(CN(CC2)C=2C=3N(N=C(C2)C=2C(NC(NC2)=O)=O)C=CN3)=O)C=C1